5-bromo-1,3-dimethyl-7-(2-oxa-6-azaspiro[3.3]heptan-6-yl)quinolin-2(1H)-one BrC1=C2C=C(C(N(C2=CC(=C1)N1CC2(COC2)C1)C)=O)C